C1(=CC=CC2=CC=CC=C12)[C@@H](C)NCC[C@H]1CN(C2=C(O1)C=CC=C2)C2=C(C(=O)O)C=CC=C2 ((S)-2-(2-(((R)-1-(naphthalen-1-yl)ethyl)amino)ethyl)-2H-benzo[b][1,4]oxazin-4(3H)-yl)benzoic acid